ClC(C)C1=CC=C(N=N1)NC(OC(C)(C)C)=O tert-butyl (6-(1-chloroethyl)pyridazin-3-yl)carbamate